N-(2-[[(2S)-2-methylpyrrolidin-1-yl]methyl]-1-[[2-(trimethylsilyl)ethoxy]methyl]pyrrolo[3,2-c]pyridin-6-yl)-2-oxo-3H-1,3-benzoxazole-5-carboxamide C[C@@H]1N(CCC1)CC1=CC=2C=NC(=CC2N1COCC[Si](C)(C)C)NC(=O)C=1C=CC2=C(NC(O2)=O)C1